NC1=C(C=C(C=N1)C1=NN2C(=C1)[C@@]1(CN(CC1)C(=O)NC1(CCC1)C=1C=NC=CC1)OCC2)C(F)(F)F |r| (rac)-2-[6-amino-5-(trifluoromethyl)pyridin-3-yl]-N-[1-(pyridin-3-yl)cyclobutyl]-6,7-dihydrospiro[pyrazolo[5,1-c][1,4]oxazine-4,3'-pyrrolidine]-1'-carboxamide